5-chloro-2-methyl-N-((1r,4r)-4-((3-(1-methyl-1H-pyrrolo[2,3-b]pyridin-5-yl)-2-oxo-2,3-dihydro-1H-benzo[d]imidazol-1-yl)methyl)cyclohexyl)nicotinamide ClC=1C=NC(=C(C(=O)NC2CCC(CC2)CN2C(N(C3=C2C=CC=C3)C=3C=C2C(=NC3)N(C=C2)C)=O)C1)C